FC1=NC=CC(=C1OC)C1=NN(N=C1)C([2H])([2H])[2H] 2-fluoro-3-methoxy-4-(2-(methyl-d3)-2H-1,2,3-triazol-4-yl)pyridine